methyl 4-[(2R)-1-[(tert-butoxycarbonyl)amino]-3-[(tert-butyldimethylsilyl)oxy]propan-2-yl]-6-chloro-2-[(2,4-dimethoxyphenyl)methyl]-1-oxo-3H-isoquinoline-4-carboxylate C(C)(C)(C)OC(=O)NC[C@H](CO[Si](C)(C)C(C)(C)C)C1(CN(C(C2=CC=C(C=C12)Cl)=O)CC1=C(C=C(C=C1)OC)OC)C(=O)OC